N1CC(C1)C(=O)C1=CN(C2=C(N=CC=C21)F)C2=C(C(=O)N(C(C)C)C(C)C)C=C(C=C2)F 2-(3-(Azetidine-3-carbonyl)-7-fluoro-1H-pyrrolo[2,3-c]pyridin-1-yl)-5-fluoro-N,N-diisopropylbenzamide